3-fluoro-N-(3-(1-methyl-1H-pyrazol-3-yl)-4-(trifluoromethyl)phenyl)-5,6,7,8-tetrahydro-5,8-epiminoquinoline-9-carboxamide FC=1C=NC=2C3CCC(C2C1)N3C(=O)NC3=CC(=C(C=C3)C(F)(F)F)C3=NN(C=C3)C